Methyl 5-fluoro-4-(3-((S*)-1-hydroxyethyl)-4-methyl-1H-pyrazol-1-yl)-2-(((S)-1,1,1-trifluoropropan-2-yl)oxy)benzoate FC=1C(=CC(=C(C(=O)OC)C1)O[C@H](C(F)(F)F)C)N1N=C(C(=C1)C)[C@H](C)O |o1:24|